[Mn].C1(=CC=CC=C1)C=1C2=CC=C(N2)C(=C2C=CC(C(=C3C=CC(=C(C=4C=CC1N4)C4=CC=CC=C4)N3)C3=CC=CC=C3)=N2)C2=CC=CC=C2 5,10,15,20-tetraphenylporphyrin manganese